5-[2-fluoro-6-hydroxy-4-[[(6-methoxy-2-pyridinyl)amino]methyl]phenyl]-1,1-dioxo-1,2,5-thiadiazolidin-3-one FC1=C(C(=CC(=C1)CNC1=NC(=CC=C1)OC)O)N1CC(NS1(=O)=O)=O